NCC(CN(C)C)C (3-amino-2-methylpropyl)dimethylamine